C[C@H]1CN(C[C@H](N1)C)C1=NC=2N(C=C1)N=CN2 5-((3s,5r)-3,5-dimethylpiperazin-1-yl)-[1,2,4]triazolo[1,5-a]pyrimidin